BrCC1=CC(=C(OC=2C=CC(=NC2)C(F)(F)F)C=C1)F 5-(4-(bromomethyl)-2-fluorophenoxy)-2-(trifluoromethyl)pyridine